CC1=CC=C(C=N1)C(=O)N1CCC2(C(C2)CNC(=O)C2=CC=3C(=CN=CC3)O2)CC1 N-[[6-(6-methylpyridine-3-carbonyl)-6-azaspiro[2.5]octan-2-yl]methyl]furo[2,3-c]pyridine-2-carboxamide